ClC1=CC=CC=2N1N=C(C2CC)I 7-chloro-3-ethyl-2-iodopyrazolo[1,5-a]pyridine